FC=1C=C(C=C(C1)C=C)B(O)O (3-Fluoro-5-vinylphenyl)boronic acid